1-((S)-2-hydroxy-2-((2R,3S,5R,8R,9R,10S,13S,14S,17S)-3-hydroxy-2-methoxy-3,13-dimethylhexadecahydro-1H-cyclopenta[a]phenanthren-17-yl)propyl)-1H-pyrazole-4-carbonitrile O[C@@](CN1N=CC(=C1)C#N)(C)[C@H]1CC[C@H]2[C@@H]3CC[C@@H]4C[C@]([C@@H](C[C@@H]4[C@H]3CC[C@]12C)OC)(C)O